FC(C=1C=C(CB(O)O)C=C(C1)C(F)(F)F)(F)F 3,5-BIS(TRIFLUOROMETHYL)BENZYLBORONIC ACID